C(C=CC1=CC=CC=C1)(=O)O 3-trans-Cinnamic Acid